N1-(7-morpholinoquinoxalin-5-yl)cyclohexane-1,4-diamine O1CCN(CC1)C1=CC(=C2N=CC=NC2=C1)NC1CCC(CC1)N